2-(4-fluorophenyl)oxazole-5-carbaldehyde FC1=CC=C(C=C1)C=1OC(=CN1)C=O